(S)-N-(3-(1-((2-ethyl-2H-pyrazolo[3,4-b]pyrazin-6-yl)amino)ethyl)phenyl)-6-(trifluoromethoxy)nicotinamide C(C)N1N=C2N=C(C=NC2=C1)N[C@@H](C)C=1C=C(C=CC1)NC(C1=CN=C(C=C1)OC(F)(F)F)=O